N-Methyl-3-(1-methylimidazol-4-yl)-4-[[5-(trifluoromethoxy)-2-pyridyl]amino]benzenesulfonamide CNS(=O)(=O)C1=CC(=C(C=C1)NC1=NC=C(C=C1)OC(F)(F)F)C=1N=CN(C1)C